BrCCC1=C(C=C(C=C1)Cl)F 1-(2-bromoethyl)-4-chloro-2-fluorobenzene